Cl.FC=1C=C(C#N)C=CC1COC1=NC(=CC=C1)C1CCNCC1 3-fluoro-4-(((6-(piperidin-4-yl)pyridin-2-yl)oxy)methyl)benzonitrile hydrochloride